1-(1-(4-((1-(methylsulfonyl)azacyclobutane-3-yl)amino)cyclohexyl)ethyl)-1H-indole-3-carboxamide CS(=O)(=O)N1CC(C1)NC1CCC(CC1)C(C)N1C=C(C2=CC=CC=C12)C(=O)N